trans-isophorone diisocyanate O=C=N[C@@H]1C[C@@](CN=C=O)(CC(C1)(C)C)C